C(=C\C)/C1=CC=C2C(=NNC2=C1)NC(CCC)=O (E)-N-(6-(prop-1-enyl)-1H-indazol-3-yl)butyramide